ClC1=C(C=CC=C1)NC(C1=CC=C(C=C1)NC1=NC(=NC=C1F)NC1=CC=C(C=C1)C(NC1CCN(CC1)C(CCC1CCN(CC1)C1=CC=C(C=C1)C1C(NC(CC1)=O)=O)=O)=O)=O N-(2-chlorophenyl)-4-((2-((4-((1-(3-(1-(4-(2,6-dioxopiperidin-3-yl)phenyl)piperidin-4-yl)propanoyl)piperidin-4-yl)carbamoyl)phenyl)amino)-5-fluoropyrimidin-4-yl)amino)benzamide